naphthalene picrate C1([N+](=O)[O-])=CC([N+](=O)[O-])=CC([N+](=O)[O-])=C1O.C1=CC=CC2=CC=CC=C12